3-({[(1R)-6-[(4-cyclopropylphenyl)(2-methoxyethyl)amino]-1,2,3,4-tetrahydronaphthalen-1-yl]methyl}amino)pyridine-4-carboxylic acid methyl ester COC(=O)C1=C(C=NC=C1)NC[C@@H]1CCCC2=CC(=CC=C12)N(CCOC)C1=CC=C(C=C1)C1CC1